(1S,4s)-4-(2-(((R)-2-(3-Fluorophenyl)-2-hydroxyethyl)amino)propan-2-yl)cyclohexan-1-ol FC=1C=C(C=CC1)[C@H](CNC(C)(C)C1CCC(CC1)O)O